N1(CCCCC1)CCCOC=1C=C2C(=CC=NC2=CC1)C(=O)O 6-(3-(piperidin-1-yl)propoxy)quinoline-4-carboxylic acid